C(C(=C)C)(=O)O.COOOC monomethoxy ether monomethacrylate